2-(3-fluoro-2-isopropoxyphenyl)-9-([4-[5-methyl-3-(trifluoromethyl)pyrazol-1-yl]phenyl]methyl)-7H-purin-8-one FC=1C(=C(C=CC1)C1=NC=C2NC(N(C2=N1)CC1=CC=C(C=C1)N1N=C(C=C1C)C(F)(F)F)=O)OC(C)C